2-(1-cyanocyclopropyl)-N-(4-methyl-3-((3-(9-(tetrahydro-2H-pyran-2-yl)-9H-purin-6-yl)pyridin-2-yl)amino)phenyl)isonicotinamide C(#N)C1(CC1)C=1C=C(C(=O)NC2=CC(=C(C=C2)C)NC2=NC=CC=C2C2=C3N=CN(C3=NC=N2)C2OCCCC2)C=CN1